ClC=1C=CC2=C(C(CC(O2)(C(=O)NC23CC(C2)(C3)NC(COC3=CC(=C(C=C3)Cl)F)=O)F)O)C1 6-chloro-N-{3-[2-(4-chloro-3-fluorophenoxy)acetamido]bicyclo[1.1.1]pentan-1-yl}-2-fluoro-4-hydroxy-3,4-dihydro-2H-1-benzopyran-2-carboxamide